4-[1-(3-methyl-4-methoxyphenyl)ethyl]resorcinol CC=1C=C(C=CC1OC)C(C)C1=C(C=C(O)C=C1)O